4-(4-bromo-3-oxo-2,3-dihydro-1-isoquinolinyl)-7,7-dimethyl-2-(2-(2-propenoyl)-2,6-diazaspiro[3.4]octan-6-yl)-5,6,7,8-tetrahydro-3-quinolinecarbonitrile BrC=1C(NC(=C2C=CC=CC12)C1=C(C(=NC=2CC(CCC12)(C)C)N1CC2(CN(C2)C(C=C)=O)CC1)C#N)=O